NC=1C(=NC=C(C(=O)OC(C)(C)C)C1)OCCN(C(C)C)C(C)C tert-butyl 5-amino-6-(2-(diisopropylamino)ethoxy)nicotinate